C(C)(C)(C)OC(=O)N1C2CC(CC1C(C2)(F)F)O rac-6,6-difluoro-3-hydroxy-8-azabicyclo[3.2.1]octane-8-carboxylic acid tert-butyl ester